3-Methyl-N-{1-(3-methyl-cyclopentyl)-2-oxo-2-[(2-oxo-spiro[1H-indole-3,4'-oxane]-6-yl)amino]ethyl}-1,2-oxazole-4-carboxamide CC1=NOC=C1C(=O)NC(C(NC1=CC=C2C(=C1)NC(C21CCOCC1)=O)=O)C1CC(CC1)C